C(C)O[Si](CCCSSCCC[Si](OCC)(OCC)OCC)(OCC)OCC bis-(gamma-(triethoxysilyl) propyl) disulfide